O1[C@H](COCC1)CN1N=C2C3=C(CC4(CC4)C2=C1)OC(=C3C)C(=O)NCC3OCC(C3)C 2-[[(2S)-1,4-dioxan-2-yl]methyl]-8-methyl-N-[(4-methyltetrahydrofuran-2-yl)methyl]spiro[5H-furo[2,3-g]indazole-4,1'-cyclopropane]-7-carboxamide